N1(CCNCC1)C[C@@H]1N(CC2=CC=CC=C2C1)C(=O)C=1SC=CC1 (3R)-3-(piperazin-1-ylmethyl)-2-(thiophen-2-ylcarbonyl)-1,2,3,4-tetrahydroisoquinoline